ClC=1N=C(C2=C(N1)CN(C2)C(=O)OC(C)(C)C)N[C@H](C)C2=C(C(=CC=C2)C(F)F)F tert-butyl (R)-2-chloro-4-((1-(3-(difluoromethyl)-2-fluorophenyl)ethyl)-amino)-5,7-dihydro-6H-pyrrolo[3,4-d]pyrimidine-6-carboxylate